2-cyclopropyl-2-methylpropan-1-one C1(CC1)C(C=O)(C)C